Cl.FCC1(CCNCC1)C 4-(fluoromethyl)-4-methylpiperidine hydrochloride